COC1=CC=C(COC(NC2(CC2)COC2=C(C=C3C(=CC=NC3=C2)OC=2C(=C3C=C(NC3=CC2)C)F)OC)=O)C=C1 1-((4-(4-fluoro-2-methyl-1H-indol-5-yloxy)-6-methoxyquinolin-7-yloxy)methyl)cyclopropylcarbamic acid 4-methoxybenzyl ester